3,5-dinitroanilinium [N+](=O)([O-])C=1C=C([NH3+])C=C(C1)[N+](=O)[O-]